[N+](=O)([O-])C1=C(C=CC=C1)C=1NC=CC1 2-(2-Nitrophenyl)-1H-pyrrole